FC1(C[C@H](NC1)C(=O)O)F (S)-4,4-difluoropyrrolidine-2-carboxylic acid